N-(2-amino-2-methylpropyl)-4-(6-(5-fluoropyridin-3-yl)pyrazin-2-yl)benzamide, ditrifluoroacetic acid salt FC(C(=O)O)(F)F.FC(C(=O)O)(F)F.NC(CNC(C1=CC=C(C=C1)C1=NC(=CN=C1)C=1C=NC=C(C1)F)=O)(C)C